NC1=C(C(=CC=C1)F)NC1N(CCCC1)C1(CC=C(C=C1)CC=O)C(F)(F)F 4-(((2-amino-6-fluorophenyl)amino)piperidin-1-yl)-2-(4-(trifluoromethyl)phenyl)ethan-1-one